C1(CC1)C=1C(=C2C(C(N(C2=C(C1)F)CC(=O)N[C@@H]([C@@H](CC(=O)OCC)C(F)(F)F)C)=O)(C)C)F ethyl (3R,4R)-4-[2-(5-cyclopropyl-4,7-difluoro-3,3-dimethyl-2-oxoindol-1-yl)acetamido]-3-(trifluoromethyl)pentanoate